triphenylphosphonium tetrakis(phenyl)borate C1(=CC=CC=C1)[B-](C1=CC=CC=C1)(C1=CC=CC=C1)C1=CC=CC=C1.C1(=CC=CC=C1)[PH+](C1=CC=CC=C1)C1=CC=CC=C1